CC(C)(C1=CC=C(C=C1)OC1=C2C(N(C(C2=CC=C1)=O)C)=O)C1=CC=C(C=C1)OC1=C2C(N(C(C2=CC=C1)=O)C)=O 5'-((propane-2,2-diylbis(4,1-phenylene))bis(oxy))bis(2-methylisoindoline-1,3-dione)